(R)-N-(8-fluoro-6-oxo-1,2,3,4,5,6-hexahydrobenzo[c][1,7]naphthyridin-1-yl)-N-methyl-1H-indole-2-carboxamide FC=1C=CC2=C(C(NC=3CNC[C@@H](C23)N(C(=O)C=2NC3=CC=CC=C3C2)C)=O)C1